O=C1NC(CCC1N1C(C2=CC=C(C=C2C1)CN1[C@H]2CN[C@@H](C1)C2)=O)=O (1R,4R)-5-((2-(2,6-dioxopiperidin-3-yl)-1-oxoisoindoline-5-yl)methyl)-2,5-diazabicyclo[2.2.1]heptane